FC=1C=C(C=CC1N1CCOCC1)C1=NNC(O[C@@H]1C)=O |r| (Rac)-5-(3-fluoro-4-morpholinophenyl)-6-methyl-3,6-dihydro-2H-1,3,4-oxadiazin-2-one